4-CYCLOHEXYL-5-METHYL-1H-IMIDAZOLE-2-CARBALDEHYDE C1(CCCCC1)C=1N=C(NC1C)C=O